NC=1C=NC=CC1N1C[C@H]([C@@H]([C@H](C1)C)O[Si](C)(C)C(C)(C)C)NC(OC(C)(C)C)=O tert-Butyl ((3R,4R,5S)-1-(3-aminopyridin-4-yl)-4-(tert-butyldimethylsilyloxy)-5-methylpiperidin-3-yl)carbamate